FC1=C(C=CC=C1F)CN1C(CCC1CC(N1CCCC1)=O)=O 1-[(2,3-difluorophenyl)methyl]-5-(2-oxo-2-pyrrolidin-1-ylethyl)pyrrolidine-2-one